CC(CCCC=P(C1=CC=CC=C1)(C1=CC=CC=C1)C1=CC=CC=C1)CCCCCC (5-methylundecylidene)triphenylphosphine